C1(CCC1)(O)O cyclobutane-1,1-diol